Ethyl (E)-2-cyano-3-methoxy-3-phenylacrylate C(#N)/C(/C(=O)OCC)=C(/C1=CC=CC=C1)\OC